ClC=1C=NC=C(C(=O)N)C1 5-chloronicotinamide